C(CCC)OC=1N=C(C2=C(N1)C(=CN2)CC2=CC=C(C=C2)CN2CCCC2)N 2-butoxy-7-(4-(pyrrolidin-1-ylmethyl)benzyl)-5H-pyrrolo[3,2-d]pyrimidine-4-amine